8-ethoxy-N-((3R,4S)-3-methyl-1-((3-(piperidin-1-yl)propyl)sulfonyl)piperidin-4-yl)-7-(1H-pyrazol-4-yl)-[1,2,4]triazolo[1,5-a]pyridin-2-amine C(C)OC=1C=2N(C=CC1C=1C=NNC1)N=C(N2)N[C@@H]2[C@@H](CN(CC2)S(=O)(=O)CCCN2CCCCC2)C